ClC=1C=CC=C2[C@H](CCOC12)NC(=O)NC=1SC=C(N1)C1=CC=C(C=C1)C#N 1-[(4S)-8-chlorochroman-4-yl]-3-[4-(4-cyanophenyl)thiazol-2-yl]urea